4,6-DIFLUOROINDOLE-3-CARBOXALDEHYDE FC1=C2C(=CNC2=CC(=C1)F)C=O